2-(5-((2,4-dimethoxybenzyl)amino)-9-fluoro-7-methoxy-[1,2,4]triazolo[1,5-c]quinazolin-2-yl)ethyl methanesulfonate CS(=O)(=O)OCCC1=NN2C(=NC=3C(=CC(=CC3C2=N1)F)OC)NCC1=C(C=C(C=C1)OC)OC